BrC=1OC(=CC1C(=O)OC)C1=CC=2N(C=C1)N=CC2C=2C(=NN(C2C)C)C methyl 2-bromo-5-[3-(1,3,5-trimethylpyrazol-4-yl)pyrazolo[1,5-a]pyridin-5-yl]furan-3-carboxylate